COC([C@@H](C)OCC)=O (2R)-2-ethoxypropionic acid methyl ester